FC(OC=1C=CC(=NC1)C(=O)NC12CCC(CC1)(CC2)NC(OC(C)(C)C)=O)(F)F tert-butyl (4-(5-(trifluoromethoxy)picolinamido)bicyclo[2.2.2]octan-1-yl)carbamate